1'-(2-(methacryloyloxy) ethyl)-3,3'-dimethylspiro[chromene-2,2'-indoline]-5',6-disulfonate C(C(=C)C)(=O)OCCN1C2(C(C3=CC(=CC=C13)S(=O)(=O)[O-])C)OC1=CC=C(C=C1C=C2C)S(=O)(=O)[O-]